C(C)(C)(C)C1=CC=C(CSSCC2=CC=C(C=C2)C2N=C(OC2)C2=C(C=CC=C2F)F)C=C1 4-(4-(((4-(Tert-butyl)benzyl)disulfaneyl)methyl)phenyl)-2-(2,6-difluorophenyl)-4,5-dihydrooxazole